7-(furan-3-yl)-4-(3,4,5-trimethoxybenzoyl)-3,4-dihydroquinoxalin-2(1H)-one O1C=C(C=C1)C1=CC=C2N(CC(NC2=C1)=O)C(C1=CC(=C(C(=C1)OC)OC)OC)=O